8-bromo-5,5,6,6-tetrafluoro-3,3-diphenyl-2-(phenylamino)octanoic acid ethyl ester C(C)OC(C(C(CC(C(CCBr)(F)F)(F)F)(C1=CC=CC=C1)C1=CC=CC=C1)NC1=CC=CC=C1)=O